COC(C1=C(C(=CC=C1)C#CN(CC1=CC=CC=C1)S(=O)(=O)C=1SC=CC1)N1C=CC=C1)=O 3-((N-benzyl-thiophene-2-sulfonylamino)ethynyl)-2-(1H-pyrrol-1-yl)benzoic acid methyl ester